BrC=1C(=NN(N1)CCOC)C(C)=O 1-(5-bromo-2-(2-methoxyethyl)-2H-1,2,3-triazol-4-yl)ethan-1-one